(R)-2-(2-(4-((3-((4-(4-aminopyrimidin-2-yl)-1,3-dimethyl-1H-pyrazol-5-yl)oxy)butyl)amino)-6-chloropyridin-3-yl)pyrimidin-5-yl)propan-2-ol NC1=NC(=NC=C1)C=1C(=NN(C1O[C@@H](CCNC1=C(C=NC(=C1)Cl)C1=NC=C(C=N1)C(C)(C)O)C)C)C